methyl 1-(5-(3-((5-cyano-4-(4-fluorophenyl)thiazol-2-yl)(methyl)amino)-2-ethylimidazo[1,2-a]pyridin-6-yl) pyrimidin-2-yl)piperidine-4-carboxylate C(#N)C1=C(N=C(S1)N(C1=C(N=C2N1C=C(C=C2)C=2C=NC(=NC2)N2CCC(CC2)C(=O)OC)CC)C)C2=CC=C(C=C2)F